2-[(2R)-3-(3,4-dihydro-1H-isoquinolin-2-yl)-2-hydroxypropyl]-6-[2-(4-pyridinyl)ethynyl]-3,4-dihydroisoquinolin-1-one C1N(CCC2=CC=CC=C12)C[C@H](CN1C(C2=CC=C(C=C2CC1)C#CC1=CC=NC=C1)=O)O